carboxymethylbuten C(=O)(O)CC=CCC